4-(2-bromoethoxy)phenyl-3-(2,4-dimethoxyphenyl)-2-propen-1-one BrCCOC1=CC=C(C=C1)C(C=CC1=C(C=C(C=C1)OC)OC)=O